C(C)NC1=CC=C(C=N1)C1=NN2C(OCCC2)=C1C(=O)OCC Ethyl 2-[6-(ethylamino) pyridin-3-yl]-6,7-dihydro-5H-pyrazolo[5,1-b][1,3]oxazine-3-carboxylate